NC1=NC2=CC(=CC=C2C=C1Br)OC[C@H]1C[C@H]([C@@H]([C@@H]1O)F)N1C=CC2=C1N=CN=C2Cl (1R,2S,3R,5R)-5-[(2-amino-3-bromo-7-quinolyl)oxymethyl]-3-(4-chloropyrrolo[2,3-d]pyrimidin-7-yl)-2-fluoro-cyclopentanol